COC1=CC=C(COCC2OC(OC2)(C)C)C=C1 4-(((4-methoxybenzyl)oxy)methyl)-2,2-dimethyl-1,3-dioxolane